FC1=CC=C(C=N1)CC1N(CCC1)C1=CC(=CC(N1)=O)N1CCOCC1 6-(2-((6-fluoropyridin-3-yl)methyl)pyrrolidin-1-yl)-4-morpholinopyridin-2(1H)-one